N=1N(N=CC1)CCNC(C1=CC(=CC=C1)N1N=C(N=C1C1=CC=C(C=C1)OC)CC)=O N-(2-(2H-1,2,3-triazol-2-yl)ethyl)-3-(3-ethyl-5-(4-methoxyphenyl)-1H-1,2,4-triazol-1-yl)benzamide